Br\C(=C\1/CN(C2=C(S1)C=CC=C2)S(=O)(=O)C2=CC=C(C)C=C2)\C2=CC=CC=C2 (E)-2-(bromo(phenyl)methylene)-4-p-toluenesulfonyl-3,4-dihydro-2H-benzo[b][1,4]thiazine